2-oxo-1-((tetrahydro-2H-pyran-4-yl)methyl)-2,3-dihydro-1H-thieno[2,3-b][1,4]thiazine-6-carboxylic acid O=C1N(C2=C(SC1)SC(=C2)C(=O)O)CC2CCOCC2